1-(4-(4-chlorophenoxy)phenyl)butan-1-one ClC1=CC=C(OC2=CC=C(C=C2)C(CCC)=O)C=C1